FC(C1=C(C=NC=C1)C1=NN2C(=NC=3C=CC=CC3C2=N1)N[C@H]1CNCCCC1)(F)F (3R)-3-({2-[4-(trifluoromethyl)pyridin-3-yl][1,2,4]triazolo[1,5-c]quinazolin-5-yl}amino)azepan